FC1=C(C=C(C=C1)F)[C@H]1CC=NN1C(=O)C1C[C@@H]2[C@@H](CN(C2)C2=NC=CC(=N2)C(=O)N)C1 2-((3aR,5S,6aS)-5-((R)-5-(2,5-difluorophenyl)-4,5-dihydro-1H-pyrazole-1-carbonyl)hexahydrocyclopenta[c]pyrrole-2(1H)-yl)pyrimidine-4-carboxamide